3-[(3R)-3-hydroxybutyl]-1-methyl-5-nitro-benzimidazol-2-one O[C@@H](CCN1C(N(C2=C1C=C(C=C2)[N+](=O)[O-])C)=O)C